N-(6-(4-cyanophenyl)thiazolo[4,5-b]pyrazin-2-yl)-4-(2,5-dichlorophenyl)-6-methylpyridine-3-carboxamide C(#N)C1=CC=C(C=C1)C=1N=C2C(=NC1)N=C(S2)NC(=O)C=2C=NC(=CC2C2=C(C=CC(=C2)Cl)Cl)C